N-(3-(tert-butyl)-4-hydroxyphenyl)-1-(2-methoxy-5-methylphenyl)-5-methyl-1H-1,2,3-triazole-4-carboxamide C(C)(C)(C)C=1C=C(C=CC1O)NC(=O)C=1N=NN(C1C)C1=C(C=CC(=C1)C)OC